(2S,4S)-1-(4-chlorophenylcarbamoyl)-4-hydroxypyrrolidine-2-carboxylic acid ClC1=CC=C(C=C1)NC(=O)N1[C@@H](C[C@@H](C1)O)C(=O)O